CCOC(=O)OC(C)OC1=C(N(S(=O)(=O)C2=CC=CC=C21)C)C(=O)NC3=CC=CC=N3 The molecule is a benzothiazine that is the 1-[(ethoxycarbonyl)oxy]ethyl ether of piroxicam. A prodrug for piroxicam, it is used for the relief of pain and inflammation in musculoskeletal disorders such as rheumatoid arthritis and osteoarthritis. It has a role as a prodrug, an analgesic, a non-steroidal anti-inflammatory drug, an antirheumatic drug and an EC 1.14.99.1 (prostaglandin-endoperoxide synthase) inhibitor. It is a benzothiazine, a sulfonamide, an aminopyridine, a monocarboxylic acid amide, an etabonate ester and an acetal. It derives from a piroxicam.